tert-butyl (5-(hydroxymethyl)thiazol-2-yl-4-d)carbamate OCC1=C(N=C(S1)NC(OC(C)(C)C)=O)[2H]